(S)-5-hydroxy-N-(isoxazol-4-yl)-1-methyl-6-oxo-2-(1-phenylpropan-2-yl)-1,6-dihydropyrimidine-4-carboxamide OC1=C(N=C(N(C1=O)C)[C@H](CC1=CC=CC=C1)C)C(=O)NC=1C=NOC1